3-(4-(4-((benzyloxy)carbonyl)piperazin-1-yl)phenyl)propionic acid C(C1=CC=CC=C1)OC(=O)N1CCN(CC1)C1=CC=C(C=C1)CCC(=O)O